4,6-difluoroindoline-2,3-dione FC1=C2C(C(NC2=CC(=C1)F)=O)=O